2-[2-(4-methylphenylsulfonyloxy-imino)-2,3-dihydrothiophen-3-ylidene]-2-(2-methylphenyl)acetonitrile CC1=CC=C(C=C1)S(=O)(=O)ON=C1SC=CC1=C(C#N)C1=C(C=CC=C1)C